ClC=1N=C(C=2N(C1)N=CC2C2CC2)OC2(CC(C2)NC(OC(C)(C)C)=O)C tert-butyl ((cis)-3-((6-chloro-3-cyclopropylpyrazolo[1,5-a]pyrazin-4-yl)oxy)-3-methylcyclobutyl)carbamate